N1=CCNCCNCC1 1,4,7-triazacyclononen